phenyl[(diphenyltriazinyl)phenyl]benzselenophene C1(=CC=CC=C1)C1=C([Se]C2=C1C=CC=C2)C2=C(C=CC=C2)C2=NN=NC(=C2C2=CC=CC=C2)C2=CC=CC=C2